BrC1=C(C=CC=C1)NS(=O)(=O)C1=CC=C(C=C1)OC N-(2-bromophenyl)-4-methoxybenzenesulfonamide